C1(CCC1)CC(C(=O)NC=1C=CC(=C2C=CC=NC12)I)C=C 2-(Cyclobutylmethyl)-N-(5-iodoquinolin-8-yl)but-3-enamide